C(O)(O)=O.FC1=CC=C(C=C1)CC(=O)N 2-(4-fluorophenyl)acetamide carbonate